(S)-1-Amino-2-(1-(but-2-ynoyl)piperidin-2-yl)-4-(4-((4-methylpyridin-2-yl)carbamoyl)phenyl)-1H-imidazol-5-carboxamid NN1C(=NC(=C1C(=O)N)C1=CC=C(C=C1)C(NC1=NC=CC(=C1)C)=O)[C@H]1N(CCCC1)C(C#CC)=O